norbornadienemethylamine C12(C=CC(=CC1)C2)CN